2-[2'-hydroxy-3'-(1,1,3,3-tetramethylbutyl)-5'-(α,α-dimethylbenzyl)phenyl]benzotri-azol OC1=C(C=C(C=C1C(CC(C)(C)C)(C)C)C(C1=CC=CC=C1)(C)C)N1N=C2C(=N1)C=CC=C2